(4-Fluorophenyl)morpholine 4-nitrobenzyl-(4-acetylbenzyl)carbamate [N+](=O)([O-])C1=CC=C(CN(C(O)=O)CC2=CC=C(C=C2)C(C)=O)C=C1.FC1=CC=C(C=C1)N1CCOCC1